C1(=CC=CC=C1)C(CCNC1=CC=C(C=C1)C)=O 1-phenyl-3-p-toluidinyl-1-propanone